2-[4-((2-Hydroxy-3-dodecyloxy-propyl)oxy)-2-hydroxy-phenyl]-4,6-bis(2,4-dimethylphenyl)-1,3,5-triazine OC(COC1=CC(=C(C=C1)C1=NC(=NC(=N1)C1=C(C=C(C=C1)C)C)C1=C(C=C(C=C1)C)C)O)COCCCCCCCCCCCC